((2-amino-1H-imidazol-5-yl)(hydroxy)methylene)bis(phosphonic acid) NC=1NC(=CN1)C(P(O)(O)=O)(P(O)(O)=O)O